3-(((Tert-Butoxycarbonyl)(cyclobutylmethyl)amino)methyl)-6-cyano-1H-indole-1-carboxylic acid tert-butyl ester C(C)(C)(C)OC(=O)N1C=C(C2=CC=C(C=C12)C#N)CN(CC1CCC1)C(=O)OC(C)(C)C